2-((1S,2S)-2-(6-(2,4-dimethoxypyrimidin-5-yl)imidazo[1,2-b]pyridazin-8-yl)cyclopropyl)-5-(trifluoromethyl)thiazole COC1=NC=C(C(=N1)OC)C=1C=C(C=2N(N1)C=CN2)[C@@H]2[C@H](C2)C=2SC(=CN2)C(F)(F)F